6-chloro-7-fluoro-1-methyl-3-(1H-pyrazol-4-yl)-2-(5-(trifluoromethyl)-4H-1,2,4-triazol-3-yl)-1H-indole-5-carbonitrile ClC1=C(C=C2C(=C(N(C2=C1F)C)C1=NN=C(N1)C(F)(F)F)C=1C=NNC1)C#N